[Cl-].C(CCCCCCCCCCC)[NH+]1C(CCCC1)CC 1-Dodecyl-2-ethylpiperidinium chlorid